N-[4-(4-chlorophenyl)-5,8-difluoro-1-oxophthalazin-2(1H)-yl]-2-(3,5-difluorophenyl)acetamide ClC1=CC=C(C=C1)C1=NN(C(C2=C(C=CC(=C12)F)F)=O)NC(CC1=CC(=CC(=C1)F)F)=O